[2-(4-bromophenyl)imidazo[1,2-a]pyridin-3-yl]methyl[piperazin-1-yl](tetrahydrofuran-3-yl)methanone BrC1=CC=C(C=C1)C=1N=C2N(C=CC=C2)C1CC1OCCC1C(=O)N1CCNCC1